1,4-dimethyl-7-oxabicyclo[2.2.1]heptane-2,3-dicarboxylic anhydride CC12C3C(C(CC1)(O2)C)C(=O)OC3=O